ethyl 6-chloro-2,3,4,9-tetrahydro-1H-carbazole-1-carboxylate ClC=1C=C2C=3CCCC(C3NC2=CC1)C(=O)OCC